2-(morpholin-2-yl)ethane-1-sulfonamide silver-barium strontium [Sr].[Ba].[Ag].N1CC(OCC1)CCS(=O)(=O)N